N-(3,5-dimethoxybenzyl)-3-((S)-4-methyl-2-(3-(1-(methylsulfonyl)piperidin-4-yl)ureido)pentanamido)-2-oxopentanamide COC=1C=C(CNC(C(C(CC)NC([C@H](CC(C)C)NC(=O)NC2CCN(CC2)S(=O)(=O)C)=O)=O)=O)C=C(C1)OC